FC1CN(CCC1)CC1(CC1)CO (1-((3-fluoropiperidin-1-yl)methyl)cyclopropyl)methanol